CC1=C(C=NC=2OCCNC21)N2CC=1N=C(N=CC1CC2)NC2=CC(=NC=C2)CC(C)O {4-[(7-{8-methyl-1H,2H,3H-pyrido[2,3-b][1,4]oxazin-7-yl}-5H,6H,7H,8H-pyrido[3,4-d]pyrimidin-2-yl)amino]pyridin-2-yl}propan-2-ol